COC(=O)C1=CC=C2C=CN(C2=C1)C1=NC(=NC=C1C(F)(F)F)N[C@@H]1C[C@H](CC1)N (2-(((1S,3S)-3-aminocyclopentyl)amino)-5-(trifluoromethyl)pyrimidin-4-yl)-1H-indole-6-carboxylic acid methyl ester